3-[6-Chloro-3-[[(1R)-1-[2-(4-fluoro-3-pyridyl)-3,6-dimethyl-4-oxo-chromen-8-yl]ethyl]amino]-2-pyridyl]-4H-1,2,4-oxadiazol-5-one ClC1=CC=C(C(=N1)C1=NOC(N1)=O)N[C@H](C)C=1C=C(C=C2C(C(=C(OC12)C=1C=NC=CC1F)C)=O)C